(S)-3-(4-((1-cyclopentyl-3-(4-hydroxy-3,5-dimethylphenyl)-1H-indazol-6-yl)methoxy)phenyl)butanoic acid C1(CCCC1)N1N=C(C2=CC=C(C=C12)COC1=CC=C(C=C1)[C@H](CC(=O)O)C)C1=CC(=C(C(=C1)C)O)C